(6-(((1S,3S)-3-((5-(difluoromethoxy)pyrimidin-2-yl)amino)cyclopentyl)amino)pyridin-3-yl)-5,6-dihydro-7H-pyrrolo[3,4-b]pyridin-7-one FC(OC=1C=NC(=NC1)N[C@@H]1C[C@H](CC1)NC1=CC=C(C=N1)C1=CC=C2C(=N1)C(NC2)=O)F